ClC1=C2C=NN(C2=C(C=C1)C(=O)NC1CC2(CCC2)C1)CC1=CC=C(C=C1)C1CC1 6-(4-chloro-1-(4-cyclopropylbenzyl)-1H-indazole-7-carboxamido)spiro[3.3]heptane